ethyl 2-[(5-chloropyrimidin-2-yl)methyl]-3-oxo-propanoate ClC=1C=NC(=NC1)CC(C(=O)OCC)C=O